N-(2-(3-hydroxy-2-methyl-4-oxopyridyl)ethyl)-4-fluorophthalimide OC1C(=NC=C(C1=O)CCN1C(C=2C(C1=O)=CC(=CC2)F)=O)C